2-(4-isopropyl-5-(8-methoxy-[1,2,4]triazolo[1,5-a]pyridin-6-yl)-1H-pyrazol-3-yl)-5-((1s,4s)-5-(oxetan-3-yl)-2,5-diazabicyclo[2.2.1]hept-2-yl)thiazole butyl-m-methylbenzoate C(CCC)OC(C1=CC(=CC=C1)C)=O.C(C)(C)C=1C(=NNC1C=1C=C(C=2N(C1)N=CN2)OC)C=2SC(=CN2)N2[C@@H]1CN([C@H](C2)C1)C1COC1